C(C)(C)(C)OC(=O)N1CCN(CC1)C1=NC=NC2=CC=C(C=C12)C=1C=NC(=C(C1)S)OC 4-(6-(5-Mercapto-6-methoxypyridin-3-yl)quinazolin-4-yl)piperazine-1-carboxylic acid tert-butyl ester